CC1=C(CBr)C=C(C=C1)C 2,5-dimethylbenzyl bromide